C1=CC=C(C=C1)C2=CC=NN2 phenylpyrazole